FC1=C(C=CC(=C1)F)C1=CC(=C(C=C1)OC)NC1=NC=NC2=CC(=C(C=C12)OC1CC(N(CC1)C(C=C)=O)C(F)(F)F)OC 1-(4-((4-((2',4'-difluoro-4-methoxy-[1,1'-biphenyl]-3-yl)amino)-7-methoxyquinazoline-6-yl)oxy)-2-(trifluoromethyl)piperidin-1-yl)prop-2-en-1-one